(R)-N-(1-cyanopyrrolidin-3-yl)-3-(2-methylpyridin-4-yl)isoxazole-5-carboxamide C(#N)N1C[C@@H](CC1)NC(=O)C1=CC(=NO1)C1=CC(=NC=C1)C